5-((2,4-dimethoxybenzyl)(methyl)amino)-1-(4-(methoxy-d3)phenyl)-3-(2-methyl-2H-indazol-5-yl)-7-(methylthio)-3,4-dihydropyrimido[4,5-d]pyrimidin-2(1H)-one COC1=C(CN(C2=C3C(=NC(=N2)SC)N(C(N(C3)C3=CC2=CN(N=C2C=C3)C)=O)C3=CC=C(C=C3)OC([2H])([2H])[2H])C)C=CC(=C1)OC